4-bromo-1-tert-butyl-1H-pyrazol-3-ol BrC=1C(=NN(C1)C(C)(C)C)O